N-((3R,4S)-4-Fluoro-1-(oxetan-3-yl)pyrrolidin-3-yl)-4-methoxy-5-(quinoxalin-6-yl)pyrrolo[2,1-f][1,2,4]triazin-2-amine F[C@@H]1[C@@H](CN(C1)C1COC1)NC1=NN2C(C(=N1)OC)=C(C=C2)C=2C=C1N=CC=NC1=CC2